CC1CC=2NC=3C=CC=CC3C2C(N1)(C)C trimethyl-3,5-dihydro-1H-pyrido[4,3-b]indol